(S)-2-((((9H-fluoren-9-yl)methoxy)carbonyl)amino)-3-(3,4,5-trichlorophenyl)propanoic acid C1=CC=CC=2C3=CC=CC=C3C(C12)COC(=O)N[C@H](C(=O)O)CC1=CC(=C(C(=C1)Cl)Cl)Cl